3-fluoro-2-iodobenzoic acid methyl ester COC(C1=C(C(=CC=C1)F)I)=O